Bis(2,5-dihydroxy-4-sulfophenylmethyl)amin OC1=C(C=C(C(=C1)S(=O)(=O)O)O)CNCC1=C(C=C(C(=C1)O)S(=O)(=O)O)O